C(C)(C)(C)OC(=O)N(C1C=2C=CC(=CC2CCC1)/C=C/C(=O)OC)CCC1=C(NC2=CC=CC=C12)C methyl (E)-3-(5-((tert-butoxycarbonyl)(2-(2-methyl-1H-indol-3-yl)ethyl)amino)-5,6,7,8-tetrahydronaphthalen-2-yl)acrylate